1H,1'H-2,5'-biindole N1C(=CC2=CC=CC=C12)C=1C=C2C=CNC2=CC1